[10-(1,3-dioxo-2,3-dihydro-1H-isoindol-2-yl)decyl]tris[4-(trifluoromethyl)phenyl]-phosphonium bromide [Br-].O=C1N(C(C2=CC=CC=C12)=O)CCCCCCCCCC[P+](C1=CC=C(C=C1)C(F)(F)F)(C1=CC=C(C=C1)C(F)(F)F)C1=CC=C(C=C1)C(F)(F)F